FC1=C(C=C(C(=C1)C(NC1=C(C(=NC=C1C)OC)C)=O)O[C@H](C(F)(F)F)C)NC(OC1=CC=CC=C1)=O (S)-Phenyl (2-fluoro-4-((2-methoxy-3,5-dimethylpyridin-4-yl)carbamoyl)-5-((1,1,1-trifluoropropan-2-yl)oxy)phenyl)carbamate